ClC1=CC=C(OC(C(=O)OCC)(C)C)C=C1 ethyl 2-(4-chlorophenoxy)-2-methyl-propionate